Cl.C1(=CC=CC=C1)C=1C(N(N=CC1)CC1CCN(CC1)CC1COCCC1)=O 4-Phenyl-2-((1-((tetrahydro-2H-pyran-3-yl)methyl)piperidin-4-yl)methyl)pyridazin-3(2H)-on Hydrochlorid